3-[(2R)-4-[difluoro(trimethylsilyl)methyl]-4-ethyl-5-oxo-1-(p-tolylsulfonyl)pyrrolidin-2-yl]Propionaldehyde FC(C1(C[C@H](N(C1=O)S(=O)(=O)C1=CC=C(C=C1)C)CCC=O)CC)([Si](C)(C)C)F